O[C@H]1C[C@H]2C[C@@H]([C@H]3[C@@H]4CC[C@H]([C@@H](CCC(=O)[O-])C)[C@]4(CC[C@@H]3[C@]2(CC1)C)C)N1N=NC=C1 3a-hydroxy-7b-(1H-1,2,3-triazol-1-yl)-5b-cholanoate